N1N=CC(=C1)C1=CC=C(C=C1)NC1=NC(=NC=C1)C1=CC=C2CCN(CC2=C1)C(=O)C1CC(C1)(F)F (7-(4-((4-(1H-pyrazol-4-yl)phenyl)amino)pyrimidin-2-yl)-3,4-dihydroisoquinolin-2(1H)-yl)(3,3-difluorocyclobutyl)methanone